CC1=C(OC2=C1C=C(C=C2)S(NC2=CC1=CC=CC=C1C=C2)(=O)=O)C(=O)O 3-methyl-5-(N-(naphthalen-2-yl)sulfamoyl)benzofuran-2-carboxylic acid